C(C(C)(C)C)N1C(C=2C(CC1)=NNC2)=O 5-neopentyl-2,5,6,7-tetrahydro-4H-pyrazolo[4,3-c]pyridin-4-one